FCC(C)(C)NC(=O)[C@@H]1CN(CC[C@H]1NC(=O)C1=NOC(=C1)C1=C(C=C(C=C1)F)F)C1CCCCC1 (3R,4R)-1-cyclohexyl-4-{[5-(2,4-difluoro-phenyl)-isoxazole-3-carbonyl]-amino}-piperidine-3-carboxylic acid (2-fluoro-1,1-dimethyl-ethyl)-amide